[H-].[Na+].BrC1=CC=C2C(=NN(C2=C1)C)N1C(NC(CC1)=O)=O 1-(6-bromo-1-methyl-indazol-3-yl)hexahydropyrimidine-2,4-dione Sodium hydride